(S)-3-(1-(5-Chloro-2-fluorophenyl)ethyl)-5,6,7,8-tetrahydropyrido[4',3':4,5]thieno[2,3-d]pyrimidin-4(3H)-one ClC=1C=CC(=C(C1)[C@H](C)N1C=NC2=C(C1=O)C1=C(S2)CNCC1)F